5-(1,1-dideutero-2-fluoro-ethoxy)-4-methoxy-pyrimidin-2-amine [2H]C(CF)(OC=1C(=NC(=NC1)N)OC)[2H]